5-(benzofuran-6-yloxy)-1H-indole-2-carboxylic acid ethyl ester C(C)OC(=O)C=1NC2=CC=C(C=C2C1)OC1=CC2=C(C=CO2)C=C1